ClC1=C(C=CC=C1C1=CC=2N(C(C(=CN2)CN2CCC2)=O)C=C1)C1=C(C(=CC=C1)C1=NC(=C(C=C1)CNC[C@H]1NC(CC1)=O)OC)Cl 1-((8-(2,2'-dichloro-3'-(6-methoxy-5-(((((S)-5-oxopyrrolidin-2-yl)methyl)amino)methyl)pyridin-2-yl)-[1,1'-biphenyl]-3-yl)-4-oxo-4H-pyrido[1,2-a]pyrimidin-3-yl)methyl)azetidine